F[P-](F)(F)(F)(F)F.CN(C)[PH+](N(C)C)N(C)C tris-(dimethylamino)phosphonium hexafluorophosphate